O1C(OCC1)C=1C=CC(=NC1C=1C(=NN(C1)CC(F)(F)F)C)N1C=NC2=C1C=C(C(=C2)NC=2N=NC(=CC2)C)OC 1-[5-(1,3-dioxolan-2-yl)-6-[3-methyl-1-(2,2,2-trifluoroethyl)pyrazol-4-yl]-2-pyridyl]-6-methoxy-N-(6-methylpyridazin-3-yl)benzimidazol-5-amine